n-methyl-3-(4-(4-(1-(pent-3-yl)-1H-pyrazol-4-yl)pyrazolo[1,5-a]pyrazin-6-yl)-1H-pyrazol-1-yl)azetidine-1-carboxamide CNC(=O)N1CC(C1)N1N=CC(=C1)C=1N=C(C=2N(C1)N=CC2)C=2C=NN(C2)C(CC)CC